(αs)-α,2,3,4-tetrafluoro-phenylpropionic acid F[C@@](C(=O)O)(C)C1=C(C(=C(C=C1)F)F)F